C1(CC1)CC1CNCC(O1)C 6-(cyclopropylmethyl)-2-methyl-3,6-dihydro-4H-[1,4]oxazine